ClCCOCCOCCOCCCl bis[2-(2-chloroethoxy) ethyl] ether